C(CCCCC)C1=CC=C(C(=O)C=2C(OC3=CC(=CC(=C3C2)OC)OC)=O)C=C1 3-(4-hexylbenzoyl)-5,7-dimethoxycoumarin